BrC1=C(C=C(C=C1)OC)C=1C(=CC=2C(=NSC2N2CCNCC2)C1F)Cl 6-(2-bromo-5-methoxyphenyl)-5-chloro-7-fluoro-3-(piperazin-1-yl)benzo[c]isothiazole